C1(CCC1)NC1=CN=C(C(=N1)C(=O)NC1C(CC1)(C)C)OC 6-(cyclobutylamino)-N-(2,2-dimethylcyclobutyl)-3-methoxy-pyrazine-2-carboxamide